COC1=CC=C(CN2S(C=3N(C(C2)(C(=O)OC)C)C(C=C(C3C3=CC(=CC=C3)C(F)(F)F)CC3=CC=CC2=CC=CC=C32)=O)(=O)=O)C=C1 methyl 2-(4-methoxybenzyl)-4-methyl-8-(naphthalen-1-ylmethyl)-6-oxo-9-(3-(trifluoromethyl)phenyl)-3,4-dihydro-2H,6H-pyrido[1,2-e][1,2,5]thiadiazine-4-carboxylate 1,1-dioxide